FC=1C(=C(C=CC1F)[C@@]1(C[C@@](O[C@]1(C(F)(F)F)C)(C(=O)N)C)C)OC (2R,3S,4S,5R)-4-(3,4-difluoro-2-methoxyphenyl)-2,4,5-trimethyl-5-(trifluoromethyl)tetrahydrofuran-2-carboxamide